3-(2-(4-methoxybenzoyl)-1,2,3,4-tetrahydroisoquinolin-5-yl)-3-(4-methanesulfonylphenyl)propionic acid COC1=CC=C(C(=O)N2CC3=CC=CC(=C3CC2)C(CC(=O)O)C2=CC=C(C=C2)S(=O)(=O)C)C=C1